C(=O)(C(=C)C)F methacryl fluoride